C(=O)O.C(C)OC=1C(=CC2=CN(N=C2C1)C)C(=O)NC=1N=NC(=CC1)C=1CCN[C@H](C1)C (S)-6-ethoxy-2-methyl-N-(6-(6-methyl-1,2,3,6-tetrahydropyridin-4-yl)pyridazin-3-yl)-2H-indazole-5-carboxamide formate salt